CC(C(CCl)=O)(C)C 3,3-dimethyl-1-chloro-2-butanone